tert-butyl 4-([1,1'-biphenyl]-4-yl)-2-methylquinoline-6-carboxylate C1(=CC=C(C=C1)C1=CC(=NC2=CC=C(C=C12)C(=O)OC(C)(C)C)C)C1=CC=CC=C1